N-(2-(2-(2-hydroxyethoxy)ethoxy)ethyl)eicosa-5,8,11,14-tetraenamide OCCOCCOCCNC(CCCC=CCC=CCC=CCC=CCCCCC)=O